C(=O)O.CN(S(O)(=O)=O)C#N sulfuric acid, methyl-cyanoamide formate